C(CCC)NC1=NC(=NC(=N1)NC1=CC=C(C=C1)C)C1=CC=CC=C1 N2-butyl-N4-(4-methylphenyl)-6-phenyl-1,3,5-triazine-2,4-diamine